NC1=C(C=2C=NC(=C(C2N1C1=C2C=NN(C2=CC(=C1C)F)C1OCCCC1)CCC(F)(F)F)C1CC1)C#N 2-amino-6-cyclopropyl-1-(6-fluoro-5-methyl-1-tetrahydropyran-2-yl-indazol-4-yl)-7-(3,3,3-trifluoropropyl)pyrrolo[3,2-c]pyridine-3-carbonitrile